C(CCCCCCC)C(C(=O)OCCCCCC(OC(NCCOCCN(C)C)=O)CCCCCOC(C(CCCCCCCC)CCCCCCCC)=O)CCCCCCCC 2-methyl-11-{5-[(2-octyl-1-oxodecyl) oxy] pentyl}-9-oxo-2,8-diaza-5,10-dioxahexadecan-16-yl 2-octyldecanoate